BrC1=CC=CC=2C(=CC(OC21)=O)O 8-Bromo-4-hydroxy-2H-benzopyran-2-one